FC(C(C(F)(F)F)OC(=O)N1CCC2(CN(C2)CC=2C=C(C=C(C2)C(F)(F)F)N2C[C@@H](CCC2)C(=O)O)CC1)(F)F (R)-1-(3-((7-(((1,1,1,3,3,3-Hexafluoropropan-2-yl)oxy)carbonyl)-2,7-diazaspiro[3.5]nonan-2-yl)methyl)-5-(trifluoromethyl)phenyl)piperidine-3-carboxylic acid